2-(1-isopropyl-1H-indole-5-yl)-2H-1,2,3-triazole-4-carboxylic acid ethyl ester C(C)OC(=O)C1=NN(N=C1)C=1C=C2C=CN(C2=CC1)C(C)C